COC([C@@H](NC(C1=CC=CC=C1)(C1=CC=CC=C1)C1=CC=CC=C1)COC1=CC2=C(N(CC(CS2(=O)=O)(CC)CCCC)C2=CC=CC=C2)C=C1SC)=O O-(3-butyl-3-ethyl-7-(methylsulfanyl)-1,1-dioxo-5-phenyl-2,3,4,5-tetrahydro-1,5-benzothiazepin-8-yl)-N-tritylserine methyl ester